C(=O)C1=CC=C(C=C1)SC=1C=C(C=CC1)NC(OC(C)(C)C)=O tert-butyl (3-((4-formylphenyl)thio)phenyl)carbamate